1,1-dimethylpropanol CC(CC)(O)C